4-Bromo-2-fluoro-3-(2-hydroxyethyl)-6-(6-azaspiro[2.5]oct-6-yl)benzonitrile BrC1=C(C(=C(C#N)C(=C1)N1CCC2(CC2)CC1)F)CCO